ClC1=CC=2C3=C(C(=NC2C(=C1C1=C(C=CC=C1O)F)F)C1=C(C=CC=C1O)F)N=CN3C3CCN(CC3)C(C=C)=O 1-(4-(8-chloro-6-fluoro-4,7-bis(2-fluoro-6-hydroxyphenyl)-1H-imidazo[4,5-c]quinolin-1-yl)piperidin-1-yl)prop-2-en-1-one